S1C2=C(C=C1C(=O)Cl)C=CC=C2 Benzo[b]thiophene-2-carbonyl chloride